tert-butyl 2-((1-(2-oxo-2-(5-(p-tolyloxy)-2-azaspiro[3.4]octan-2-yl)ethyl)-1H-pyrazol-4-yl)carbamoyl)-2,3-dihydro-4H-benzo[b][1,4]oxazine-4-carboxylate O=C(CN1N=CC(=C1)NC(=O)C1CN(C2=C(O1)C=CC=C2)C(=O)OC(C)(C)C)N2CC1(C2)C(CCC1)OC1=CC=C(C=C1)C